C(#N)C1=CC=C(C=C1)C(C)=O 1-(4-cyanophenyl)ethanone